CC1OC(CC(C1)C=1C(=NN(C1C)CC(=O)NC1=NC=C(C=C1)C1=NC=CC=N1)C)C 2-[4-(2,6-dimethyltetrahydropyran-4-yl)-3,5-dimethyl-pyrazol-1-yl]-N-(5-pyrimidin-2-yl-2-pyridyl)acetamide